FC(OC1=NC2=CC(=CC(=C2N=C1)C=1SC2=C(N1)C=CC=C2NC(OCC2OCCC2)=O)C)F (Tetrahydrofuran-2-yl)methyl (2-(2-(difluoromethoxy)-7-methylquinoxalin-5-yl)benzo[d]thiazol-7-yl)carbamate